5-[3-(2,5-dichloro-4,6-dimethyl-pyridin-3-yl)-[1,2,4]oxadiazol-5-yl]-2-hydroxy-3-methoxy-1-nitrobenzene ClC1=NC(=C(C(=C1C1=NOC(=N1)C=1C=C(C(=C(C1)[N+](=O)[O-])O)OC)C)Cl)C